(3R,4R)-4-(4-bromophenyl)-1-ethyl-3-fluoro-piperazine BrC1=CC=C(C=C1)N1[C@@H](CN(CC1)CC)F